C(C)(C)NC(C1=CC(=C(C=C1)NCC#C)OC)=O N-isopropyl-3-methoxy-4-(prop-2-yn-1-ylamino)benzamide